CC(C)C(C=C(C(C)C)C)=O 2,5,6-trimethyl-4-hepten-3-one